(±)-Trans-3-((5-(4-((((benzyloxy)carbonyl)amino)methyl)-3-methyl-isoxazol-5-yl)pyrazin-2-yl)oxy)cyclohexane-1-carboxylic Acid C(C1=CC=CC=C1)OC(=O)NCC=1C(=NOC1C=1N=CC(=NC1)O[C@@H]1C[C@H](CCC1)C(=O)O)C |r|